Cl.FC(C(CC(=O)N)C)(F)F 4,4,4-trifluoro-3-methylbutanamide hydrochloride